5-cyclopropoxy-4-(piperazin-1-yl)pyrimidine 2,2,2-trifluoroacetate FC(C(=O)O)(F)F.C1(CC1)OC=1C(=NC=NC1)N1CCNCC1